C1(=CC=CC2=CC=CC=C12)C=1C=C(C=CC1)Cl 3-(1-naphthyl)-chlorobenzene